NCCN1CCN(CC1)CC1CCN(CC1)C(=O)OC(C)(C)C tert-butyl 4-[[4-(2-aminoethyl)piperazin-1-yl]methyl]piperidine-1-carboxylate